7-[(4-chloro-1H-indol-2-yl)carbonyl]hexahydro-3H-oxazolo[3,4-a]pyrazin-3-one ClC1=C2C=C(NC2=CC=C1)C(=O)N1CC2N(CC1)C(OC2)=O